FC1=C(C=CC=C1F)[NH+]1CCC(CC1)CCN1N=C(C2=C1CCC2)C(=O)N2CCC(CC2)O [1-[2-[1-(2,3-difluorophenyl)piperidin-1-ium-4-yl]ethyl]-5,6-dihydro-4H-cyclopenta[c]pyrazol-3-yl]-(4-hydroxy-1-piperidyl)methanone